ClC1=CC(=C(OC2=C(C=C(C=C2)N2C(CCC2=O)=O)C2=CN(C=3C(NC=CC32)=O)C)C=C1)C (4-(4-chloro-2-methylphenoxy)-3-(1-methyl-7-oxo-6,7-dihydro-1H-pyrrolo[2,3-C]pyridin-3-yl)phenyl)pyrrolidine-2,5-dione